OCCC1N(CCNC1)CCS(=O)(=O)O 2-hydroxyethyl-1-piperazineethanesulfonic acid